CC1=C(C=CC(=C1)OC(F)(F)F)C12CN(CC2C1)C(=O)C1CC2(C1)NC(OC2)=O (rac)-(2s,4s)-2-(1-(2-Methyl-4-(trifluoromethoxy)phenyl)-3-azabicyclo[3.1.0]hexan-3-carbonyl)-7-oxa-5-azaspiro[3.4]octan-6-on